(E)-6-(4-methoxyphenyl)-N'-(4-methylbenzylidene)pyrazine-2-carbohydrazide COC1=CC=C(C=C1)C1=CN=CC(=N1)C(=O)N/N=C/C1=CC=C(C=C1)C